5-methyl-[1,2,4]triazolo[1,5-a]pyridin-2-amine CC1=CC=CC=2N1N=C(N2)N